ClC1=C(C=CC=C1C1N(CCC2=C1N=C(N2C)C(=O)N)C)C2=C(C(=CC=C2)C2N(CCC1=C2N=C(N1C)C(=O)N)C)C (2-chloro-2'-methylbiphenyl-3,3'-diyl)bis(1,5-dimethyl-4,5,6,7-tetrahydro-1H-imidazo[4,5-c]pyridine-2-carboxamide)